BrC=1C=C(C=CC1)C1(CC2(CC2)C1)C=1N(C(=NN1)S)C 5-[5-(3-bromophenyl)spiro[2.3]hexane-5-yl]-4-methyl-1,2,4-triazole-3-thiol